[N+](=O)([O-])C1=CC=C(C=C1)S(=O)(=O)NNC(=O)C1=CC=C(C(=O)N)C=C1 4-(2-((4-nitrophenyl)sulfonyl)hydrazine-1-carbonyl)benzamide